2-ethylhexyl-2,4,6-tris[4-(2-ethylhexyloxycarbonyl)anilino]-1,3,5-triazine C(C)C(CN1C(N=C(N=C1NC1=CC=C(C=C1)C(=O)OCC(CCCC)CC)NC1=CC=C(C=C1)C(=O)OCC(CCCC)CC)NC1=CC=C(C=C1)C(=O)OCC(CCCC)CC)CCCC